benzyl ((1R,2R,3R,4S)-3-isopropylbicyclo[2.2.1]heptan-2-yl)carbamate C(C)(C)[C@H]1[C@@H]([C@@H]2CC[C@H]1C2)NC(OCC2=CC=CC=C2)=O